benzyl (4-hydroxyphenyl) methylsulfite trifluoromethanesulfonate FC(S(=O)(=O)O)(F)F.CS(=O)(OCC1=CC=CC=C1)OC1=CC=C(C=C1)O